N-(2-fluorobenzyl)-5-(6-methylpyridin-2-yl)-4-(1-(tetrahydro-2H-pyran-2-yl)-1H-indazol-5-yl)-1H-imidazol-2-amine FC1=C(CNC=2NC(=C(N2)C=2C=C3C=NN(C3=CC2)C2OCCCC2)C2=NC(=CC=C2)C)C=CC=C1